tert-butyl ((3S,4S)-8-(5-((2-chloro-3-(N-(cyclopentylcarbamoyl)sulfamoyl)phenyl)thio)pyrazin-2-yl)-3-methyl-2-oxa-8-azaspiro[4.5]decan-4-yl)carbamate ClC1=C(C=CC=C1S(NC(NC1CCCC1)=O)(=O)=O)SC=1N=CC(=NC1)N1CCC2([C@@H]([C@@H](OC2)C)NC(OC(C)(C)C)=O)CC1